C(C)(=O)C=1C=C(C=C2C(=C(C(=NC12)Cl)C)C(=O)Cl)C 8-acetyl-2-chloro-3,6-dimethylquinoline-4-carbonyl chloride